6-chloro-N-[5-(2,2-difluoroethoxy)-4,6-dimethoxy-pyrimidin-2-yl]-7-(5-fluoropyrazin-2-yl)-1H-indole-3-sulfonamide ClC1=CC=C2C(=CNC2=C1C1=NC=C(N=C1)F)S(=O)(=O)NC1=NC(=C(C(=N1)OC)OCC(F)F)OC